FC=1C=C2/C(/C(NC2=CC1)=O)=C/1\CCC2=C1NC(=C2C(=O)N2CC(C2)CC#CC=2C=C1CN(C(C1=CC2)=O)C2C(NC(CC2)=O)=O)C (Z)-3-(5-(3-(1-(6-(5-fluoro-2-oxoindolin-3-ylidene)-2-methyl-1,4,5,6-tetrahydrocyclopenta[b]pyrrole-3-carbonyl)azetidin-3-yl)prop-1-yn-1-yl)-1-oxoisoindolin-2-yl)piperidine-2,6-dione